(2S)-2-(4-Fluorophenyl)-N-{4-[3-(4-fluorophenyl)-5-methyl-4-oxo-4,5-dihydro-1H-pyrrolo[3,2-c]pyridin-2-yl]pyridin-2-yl}propanamid FC1=CC=C(C=C1)[C@@H](C(=O)NC1=NC=CC(=C1)C1=C(C=2C(N(C=CC2N1)C)=O)C1=CC=C(C=C1)F)C